CN1N=C2C=CC(=CC2=C1)C1=CNC2=NC=C(C=C21)C(=O)N2CCN(CC2)C (3-(2-methyl-2H-indazol-5-yl)-1H-pyrrolo[2,3-b]pyridin-5-yl)(4-methylpiperazin-1-yl)methanone